6-fluoro-N-(1H-indol-3-yl)-3,4-dihydroisoquinoline-2(1H)-carboxamide FC=1C=C2CCN(CC2=CC1)C(=O)NC1=CNC2=CC=CC=C12